C1(CCCCC1)C#CC1=CC=C(C=C1)S(=O)(=O)NC=1C=C(C=CC1)C=1N=C(SC1)NC(C)=O N-(4-(3-((4-(cyclohexylethynyl)phenyl)sulfonamido)phenyl)thiazol-2-yl)acetamid